C(C)(=O)OCC1CCCO1 TETRAHYDROFURFURYL ACETATE